N1N=CC=2C1=C(N=CC2)C=2C=CC(=NC2)NC(=O)[C@@]2(CN(CCC2)C#N)F (R)-N-(5-(1H-pyrazolo[3,4-c]pyridin-7-yl)pyridin-2-yl)-1-cyano-3-fluoropiperidine-3-carboxamide